C12NOCCCC2C1 oxa-2-azabicyclo[5.1.0]octan